COC=1C=C(C(C(=O)[O-])=CC1)O 4-METHOXYSALICYLATE